ClC=1C=C(C=CC1N(C)C1CCC1)N(C(C#C)=O)C(C1=CC=CC=C1)C=1N(C=CN1)C N-(3-chloro-4-(cyclobutyl(methyl)amino)phenyl)-N-((1-methyl-1H-imidazol-2-yl)(phenyl)methyl)propiolamide